CC1=C(C=C(C=C1)NC(=O)C=C)F N-(3-fluoro-4-methylphenyl)prop-2-enamide